C(C)N(C\C=C/C1=C(C=CC(=C1)F)S(=O)(=O)NC1=C(C2=C([C@@H]3[C@H](CO2)OCC3)C=C1)C(=O)O)CC |r| (3aRS,9bRS)-7-[2-((Z)-3-diethylaminoprop-1-enyl)-4-fluorobenzenesulfonylamino]-1,3a,4,9b-tetrahydro-2H-furo[2,3-c]benzopyran-6-carboxylic acid